OCC1=CC=C2C(=N1)NC=C2C2=CC=1N(C=C2)N=CC1C(=O)N1CCCCC1 (5-(6-(hydroxymethyl)-1H-pyrrolo[2,3-b]pyridin-3-yl)pyrazolo[1,5-a]pyridin-3-yl)(piperidin-1-yl)methanone